NC1=C([N+](=CC2=C(C(=CC=C12)F)C=1C(=NC=CC1)F)[O-])C(NCCC)=O 4-amino-7-fluoro-8-(2-fluoropyridin-3-yl)-3-(propylcarbamoyl)isoquinoline-2-oxide